5-((1-(tert-butyl)-3-(3-hydroxycyclopentyl)-1H-pyrazol-5-yl)amino)benzo[d]isothiazole-2(3H)-carboxylic acid tert-butyl ester 1,1-dioxide C(C)(C)(C)OC(=O)N1S(C2=C(C1)C=C(C=C2)NC2=CC(=NN2C(C)(C)C)C2CC(CC2)O)(=O)=O